2-amino-3-(2,2-difluoroethoxy)-5-(5-fluoropyridin-2-yl)benzoic acid NC1=C(C(=O)O)C=C(C=C1OCC(F)F)C1=NC=C(C=C1)F